C(C(O)C)([O-])=N lactate imin